5,7-Dimethyl-6-(pyridin-2-yl)-2-m-tolyl-2,6-dihydro-1H-pyrrolo[3,4-d]pyridazin-1-one CC=1N(C(=C2C(N(N=CC21)C=2C=C(C=CC2)C)=O)C)C2=NC=CC=C2